[Cl-].C(CC)[N+](CCCCO)(C)C propyl-dimethylhydroxybutyl-ammonium chloride